(5S)-5-methyl-6-[4-{[(1H-pyrazol-5-yl)methyl]amino}-3-(trifluoromethyl)phenyl]-4,5-dihydro-1,2,4-triazin-3(2H)-one C[C@@H]1NC(NN=C1C1=CC(=C(C=C1)NCC1=CC=NN1)C(F)(F)F)=O